1-amino-3-propyl-1,2,3-triazolium nitrate [N+](=O)([O-])[O-].N[N+]1=NN(C=C1)CCC